C[C@@]12CC[C@]3(CCC(C[C@H]3[C@H]1C(=O)C=C4[C@]2(CC[C@@H]5[C@@]4(C=C(C(=O)C5(C)C)C#N)C)C)(C)C)C(=O)OC 2-cyano-3,12-dioxooleana-1,9(11)-dien-28-oic acid methyl ester